7-(3,4-difluorobenzyl)-2,7-diazabicyclo[2.2.1]heptane FC=1C=C(CN2C3NCC2CC3)C=CC1F